C(C)OC([C@@H](NC(=O)OC(C)(C)C)CC(N)=O)=O (t-butoxycarbonyl)-L-asparagine ethyl ester